(R)-N-(4-(3-((5-chloro-4-methoxypyrimidin-2-yl-6-d)amino)pyrrolidine-1-carbonyl)phenyl)acrylamide ClC=1C(=NC(=NC1[2H])N[C@H]1CN(CC1)C(=O)C1=CC=C(C=C1)NC(C=C)=O)OC